CC1=C(OC2=C(C=C(C=C2C1=O)C)[C@@H](C)NC1=C(C#N)C=CC=C1)C1=NC=CC=C1 2-[[(1R)-1-[3,6-Dimethyl-4-oxo-2-(2-pyridyl)chromen-8-yl]ethyl]amino]benzonitrile